2-(2',3',4',6'-Tetra-O-benzoyl-β-D-galactopyranosyl)-5-(pyridin-2-yl)-1,3,4-oxadiazole C(C1=CC=CC=C1)(=O)O[C@H]1[C@@H](O[C@@H]([C@@H]([C@@H]1OC(C1=CC=CC=C1)=O)OC(C1=CC=CC=C1)=O)COC(C1=CC=CC=C1)=O)C=1OC(=NN1)C1=NC=CC=C1